bis(4-aminophenyl)-cyclohexane NC1=CC=C(C=C1)C1(CCCCC1)C1=CC=C(C=C1)N